2-(3-(3,5-difluoro-6-(((3S,4S)-4-fluoropiperidin-3-yl)amino)pyridin-2-yl)-7-methoxyimidazo[1,2-b]pyridazin-6-yl)propan-2-ol FC=1C(=NC(=C(C1)F)N[C@H]1CNCC[C@@H]1F)C1=CN=C2N1N=C(C(=C2)OC)C(C)(C)O